2-{5-fluoro-2-methanesulfonyl-pyrrolo[2,1-f][1,2,4]triazin-7-yl}pyridine triammonium hydroxide [OH-].[NH4+].[NH4+].[NH4+].FC=1C=C(N2N=C(N=CC21)S(=O)(=O)C)C2=NC=CC=C2.[OH-].[OH-]